ClC1=NC=C(C(=C1)C)[N+](=O)[O-] 2-chloro-4-methyl-5-nitropyridine